(S)-5-chloro-4-(9-fluoro-1,4-dimethyl-1,2,3,4-tetrahydrobenzo[4,5]imidazo[1,2-a]pyrimidin-7-yl)-N-(pyridin-4-yl)pyrimidin-2-amine ClC=1C(=NC(=NC1)NC1=CC=NC=C1)C1=CC2=C(N=C3N2[C@H](CCN3C)C)C(=C1)F